C1(CC[C@H](CCCCCCCC)O1)=O (S)-δ-dodecanolactone